5-(4-Amino-2,6-dichlorophenoxy)-3-cyclopropyl-1-(prop-2-yl)-1,2-dihydropyridin-2-one NC1=CC(=C(OC=2C=C(C(N(C2)C(C)C)=O)C2CC2)C(=C1)Cl)Cl